1-(4-((4-((2-(2,4-dihydroxy-5-isopropylbenzoyl)isoindolin-5-yl)methyl)piperazin-1-yl)methyl)piperidin-1-yl)propan-1-one OC1=C(C(=O)N2CC3=CC=C(C=C3C2)CN2CCN(CC2)CC2CCN(CC2)C(CC)=O)C=C(C(=C1)O)C(C)C